N-(tert-butoxycarbonyl)-L-valyl-(4R)-4-hydroxy-L-proline benzyl ester C(C1=CC=CC=C1)OC([C@H]1N(C[C@@H](C1)O)C([C@@H](NC(=O)OC(C)(C)C)C(C)C)=O)=O